C(C)(=O)C=1C=C2COC3(C2=CC1)CN(C3)C(=O)OC(C)(C)C Tert-butyl 5'-acetyl-3'h-spiro[azetidine-3,1'-isobenzofuran]-1-carboxylate